COC(=O)[C@@H]1CN(CCN1C(NCC(C(=O)OCC)(C)C)=O)C(=O)OC(C)(C)C (3S)-4-[(3-ethoxy-2,2-dimethyl-3-oxo-propyl)carbamoyl]piperazine-1,3-dicarboxylic acid O1-tert-butyl ester O3-methyl ester